((4-cyano-3-fluorophenoxy)methyl)azetidine-1,3-dicarboxylic acid 1-(tert-butyl) 3-ethyl ester C(C)OC(=O)C1C(N(C1)C(=O)OC(C)(C)C)COC1=CC(=C(C=C1)C#N)F